4-[(2-chlorophenyl)amino]-2-[(6-methoxy-2-methyl-1,2,3,4-tetrahydroisoquinolin-7-yl)amino]pyrimidine-5-carboxamide ClC1=C(C=CC=C1)NC1=NC(=NC=C1C(=O)N)NC1=C(C=C2CCN(CC2=C1)C)OC